C[C@H](CCO)CCC (3S)-3-methylhexan-1-ol